(2R)-N-(4-tert-butylphenyl)-N-[2-(cyclohexylamino)-2-oxo-1-(3-pyridyl)ethyl]-4,4-dimethyl-pyrrolidine-2-carboxamide C(C)(C)(C)C1=CC=C(C=C1)N(C(=O)[C@@H]1NCC(C1)(C)C)C(C(=O)NC1CCCCC1)C=1C=NC=CC1